FC(C(=O)O)(F)F.CC1(CCCC1)C(CC#N)N1N=CC(=C1)C=1C2=C(N=CN1)NC=C2 3-(1-Methylcyclopentyl)-3-[4-(7H-pyrrolo[2,3-d]pyrimidin-4-yl)-1H-pyrazol-1-yl]propanenitrile trifluoroacetate salt